cis-8-dimethylamino-3-(6-methoxy-4-methyl-pyridin-3-yl)-8-phenyl-1,3-diazaspiro[4.5]decan-2-one CN(C1(CCC2(CN(C(N2)=O)C=2C=NC(=CC2C)OC)CC1)C1=CC=CC=C1)C